N-(2-fluoro-4-(4,4,5,5-tetramethyl-1,3,2-dioxaborolan-2-yl)phenyl)-4-methylbenzenesulfonamide FC1=C(C=CC(=C1)B1OC(C(O1)(C)C)(C)C)NS(=O)(=O)C1=CC=C(C=C1)C